C1N(CCC2=CC=CC=C12)CC(CN1C(C2=CC=C(C=C2CC1)C(=O)NC1=CN=NC=C1)=O)O 2-(3-(3,4-dihydroisoquinolin-2(1H)-yl)-2-hydroxypropyl)-1-oxo-N-(pyridazin-4-yl)-1,2,3,4-tetrahydroisoquinoline-6-carboxamide